9,9-bis(2-methoxyethyl)-N2,N2-bis(4-methoxyphenyl)-9H-fluorene-2,7-diamine COCCC1(C2=CC(=CC=C2C=2C=CC(=CC12)N(C1=CC=C(C=C1)OC)C1=CC=C(C=C1)OC)N)CCOC